2-Chloro-4-(trans-2,2-dichloro-3-(diethoxymethyl)cyclopropyl)-1-fluoro-benzene ClC1=C(C=CC(=C1)[C@@H]1C([C@H]1C(OCC)OCC)(Cl)Cl)F